N-(5-(3,4-difluorobenzyl)pyridin-2-yl)-[1,2,4]triazolo[4,3-a]pyridine-6-carboxamide FC=1C=C(CC=2C=CC(=NC2)NC(=O)C=2C=CC=3N(C2)C=NN3)C=CC1F